1-(4-(2,3-dimethylphenyl)piperidin-1-yl)-2-(3-((3S,4R)-3-fluoro-4-hydroxypiperidine-1-carbonyl)-5,6-dihydrocyclopenta[c]pyrazol-1(4H)-yl)ethanone CC1=C(C=CC=C1C)C1CCN(CC1)C(CN1N=C(C2=C1CCC2)C(=O)N2C[C@@H]([C@@H](CC2)O)F)=O